FC1=CC=C(C=N1)C=1C=2N(C=C(C1)S(=O)(=N)CC(C)(C)O)N=CC2C#N 4-(6-Fluoropyridin-3-Yl)-6-(2-hydroxy-2-Methylpropylsulfonimidoyl)pyrazolo[1,5-a]pyridine-3-carbonitrile